Thiopheneacetic acid methyl ester COC(CC=1SC=CC1)=O